C1(CC1)C1=CN=C(C2=CC=CC(=C12)S(=O)(=O)N1C(CNCCC1)C)OC 4-cyclopropyl-1-methoxy-5-((2-methyl-1,4-diazacycloheptan-1-yl)sulfonyl)isoquinoline